N1(CCNCC1)C1=NC=CC(=N1)NC1=CC=C(C=C1)C=1C=CC(NC1)=O 5-(4-((2-(piperazin-1-yl)pyrimidin-4-yl)amino)phenyl)pyridin-2(1H)-one